BrC1=CC=C2C3=C(N(C(C2=C1)=O)C)C=1C=C2C(=CC1C3=O)OCO2 3-bromo-6-methyl-5H-[1,3]dioxolo[4',5':5,6]indeno[1,2-c]isoquinoline-5,12(6H)-dione